NC1=C(C(NC(=N1)N1CC2CC(C2C1)N)=O)SC1=C(C(=CC=C1)Cl)Cl 6-amino-2-(6-amino-3-azabicyclo[3.2.0]heptan-3-yl)-5-((2,3-dichlorophenyl)thio)pyrimidin-4(3H)-one